Ethyl (4S,7S,E)-15-benzyl-9-((2,4-dimethoxybenzyl)(methyl)carbamoyl)-4-isobutyl-2,5-dioxo-1-oxa-3,6-diazacyclopentadec-11-ene-7-carboxylate C(C1=CC=CC=C1)C1CC/C=C/CC(C[C@H](NC([C@@H](NC(O1)=O)CC(C)C)=O)C(=O)OCC)C(N(C)CC1=C(C=C(C=C1)OC)OC)=O